C12C(C3CC(CC(C1)C3)C2)=O adamantanemonoone